dimethyl-diallyl-ammonium hydride [H-].C[N+](CC=C)(CC=C)C